5-bromo-4-methoxybenzo[d]isothiazol-3(2H)-one BrC=1C=CC2=C(C(NS2)=O)C1OC